bis(N-(2-thienylmethyl)ethylthiocarbamoyl)disulphide S1C(=CC=C1)CN(C(=S)SSC(N(CC=1SC=CC1)CC)=S)CC